(2S,4R)-9-(1-D-histidylazetidin-3-yl)oxy-5,5-dihydroxy-6-oxa-5-boranuidatricyclo[5.4.0.02,4]undeca-1(7),8,10-triene-8-carboxylic acid N[C@H](CC1=CNC=N1)C(=O)N1CC(C1)OC1=C(C=2O[B-]([C@@H]3C[C@@H]3C2C=C1)(O)O)C(=O)O